(1S,2R,4R)-7-Oxa-bicyclo[2.2.1]heptane-2-carboxylic acid (R)-1-phenyl-ethyl ester C1(=CC=CC=C1)[C@@H](C)OC(=O)[C@H]1[C@@H]2CC[C@H](C1)O2